5-(2-(2-(benzo[d][1,3]dioxol-5-yl)acetamido)-5-methylthiazol-4-yl)-2-methyl-N-phenylbenzamide O1COC2=C1C=CC(=C2)CC(=O)NC=2SC(=C(N2)C=2C=CC(=C(C(=O)NC1=CC=CC=C1)C2)C)C